FC1(C[C@H](CCC1)[C@@H](C(=O)NC1=CC=C(C=C1)C=1C(=[N+](C=CC1C(F)(F)F)[O-])C)NC(=O)C1=CC=C2N1CCN(C2)C)F 3-(4-((S)-2-((S)-3,3-difluorocyclohexyl)-2-(2-methyl-1,2,3,4-tetrahydropyrrolo[1,2-a]pyrazine-6-carboxamido)acetamido)phenyl)-2-methyl-4-(trifluoromethyl)pyridine 1-oxide